N1-((S)-1-(((S)-4-hydroxy-3-oxo-1-((S)-2-oxopyrrolidin-3-yl)butan-2-yl)amino)-4-methyl-1-oxopentan-2-yl)-N2-(2,2,2-trifluoroethyl)oxalamide OCC([C@H](C[C@H]1C(NCC1)=O)NC([C@H](CC(C)C)NC(C(=O)NCC(F)(F)F)=O)=O)=O